2-furyl-ethanone O1C(=CC=C1)C(C)=O